2-(2-Chloro-4-((5-oxo-4-(4-(trifluoro-methoxy)phenyl)-4,5-dihydro-1H-1,2,4-triazol-1-yl)methyl)phenoxy)-2-methylpropionic acid ClC1=C(OC(C(=O)O)(C)C)C=CC(=C1)CN1N=CN(C1=O)C1=CC=C(C=C1)OC(F)(F)F